3-(N-Methylsulfonylamino)azetidine-1-carboxylic acid tert-butyl ester C(C)(C)(C)OC(=O)N1CC(C1)NS(=O)(=O)C